N1=CCC=C1 3H-azole